chloro-carbonic acid C(O)(=O)Cl